3-(2,6-dihydroxypyridin-4-yl)-7-[(1S)-1-[(2r,4r)-2-(aminomethyl)-6-oxo-5-oxo-7-azaspiro[3.4]oct-7-yl]ethyl]-1H-indole-2-carboxylic acid OC1=NC(=CC(=C1)C1=C(NC2=C(C=CC=C12)[C@H](C)N1C(C(C2(CC(C2)CN)C1)=O)=O)C(=O)O)O